C1(=CC=CS1)CN(C(=O)OC=1C=CC=C(CNN(C)C)C1)CC1=CC=CS1 5-[bis(thenyl)aminocarbonyloxy]dimethylaminobenzylamine